ClC=1C(=C(C=CC1)N1CCN(CCC1)C(=O)OC(C)(C)C)[N+](=O)[O-] tert-butyl 4-(3-chloro-2-nitrophenyl)-1,4-diazepane-1-carboxylate